2-fluoro-14,14-dimethyl-6,14-dihydrobenzo[g]indolo[2,1-b]quinazolin-6-one FC=1C=C2C(C3=NC4=CC5=C(C=C4C(N3C2=CC1)=O)C=CC=C5)(C)C